methyl(2-hydroxyethyl)diethyl-ammonium C[N+](CC)(CC)CCO